4-(1-methyl-1,2,3,6-tetrahydropyridin-4-yl)-6-(trifluoromethyl)-1H-benzo[d]Imidazole CN1CCC(=CC1)C1=CC(=CC=2NC=NC21)C(F)(F)F